CN1N=C(C=CC1=O)C(=O)NC=1C=CC2=C(N=C(O2)C2=NN(C(C=C2)=O)C)C1 1-Methyl-N-[2-(1-methyl-6-oxo-1,6-dihydropyridazin-3-yl)-1,3-benzoxazol-5-yl]-6-oxo-1,6-dihydropyridazine-3-carboxamide